[1,4]diazepine-2(7H)-carboxamide N1=C(C=NC=CC1)C(=O)N